2-oxoethyl (Z)-7-((1R,2R,3R,5S)-3,5-dihydroxy-2-((R,E)-3-hydroxy-4-(3-(trifluoromethyl)phenoxy)but-1-en-1-yl)cyclopentyl)hept-5-enoate O[C@H]1[C@@H]([C@H]([C@H](C1)O)C\C=C/CCCC(=O)OCC=O)\C=C\[C@H](COC1=CC(=CC=C1)C(F)(F)F)O